P-(4-(5-(chlorodifluoromethyl)-1,2,4-oxadiazol-3-yl)-2-fluorobenzyl)-P-methyl-N-(m-tolyl)phosphinic amide ClC(C1=NC(=NO1)C1=CC(=C(CP(NC=2C=C(C=CC2)C)(=O)C)C=C1)F)(F)F